N-(1-cyclobutyl-6-(1-hydroxycyclobutyl)-7-(trifluoromethyl)-1H-benzo[d]imidazol-2-yl)-3,3-dimethylbutanamide C1(CCC1)N1C(=NC2=C1C(=C(C=C2)C2(CCC2)O)C(F)(F)F)NC(CC(C)(C)C)=O